ClC1=CC(=C(N)C(=C1)C)C 4-chloro-2,6-dimethyl-aniline